1-bromo-2,5-dimethyl-4-nitro-benzene BrC1=C(C=C(C(=C1)C)[N+](=O)[O-])C